ClC1=NC=NC=2SCC(NC21)=O 4-chloro-5H,6H,7H-pyrimido[4,5-b][1,4]thiazin-6-one